NC1=CC2=C([Se]C(=C2)C(=O)OCC)C=C1 (ethyl) (5-amino-benzo[b]selenophene-2-carboxylate)